2-ethyl-1-tetradecanol C(C)C(CO)CCCCCCCCCCCC